C(C1=CC=CC=C1)OC1(CCC1)CN1C(N(CC12CCC(CC2)(C2=CC=CC=C2)N(C)C)CC2=CC(=C(C=C2)OC)OC)=O 1-((1-(benzyloxy)cyclobutyl)methyl)-3-(3,4-dimethoxybenzyl)-8-(dimethylamino)-8-phenyl-1,3-diazaspiro[4.5]decan-2-one